3',4'-Dihydro-2'H-spiro[cyclopropane-1,1'-isoquinolin] C12(NCCC3=CC=CC=C13)CC2